SC=1SC(=NN1)SCCCC 2-mercapto-5-n-butylthio-1,3,4-thiadiazole